BrC1=C(C(=C2C(=NC(=NC2=C1F)OC[C@]12CCCN2C[C@@H](C1)F)N(CC(=O)OC)CC1=CC=C(C=C1)OC)OC)F methyl N-(7-bromo-6,8-difluoro-2-(((2R,7aS)-2-fluorotetrahydro-1H-pyrrolizin-7a(5H)-yl)methoxy)-5-methoxyquinazolin-4-yl)-N-(4-methoxybenzyl)glycinate